CC(C)N1C=NC2=C1C=CC=C2 (propan-2-yl)-1H-benzimidazol